bisphenol a laurate C(CCCCCCCCCCC)(=O)O.OC1=CC=C(C=C1)C(C)(C)C1=CC=C(C=C1)O